OC1=C(C2=CC=CC=C2C=C1)C1=C(C=CC2=CC=CC=C12)O 2,2'-dihydroxyl-1,1'-binaphthyl